(3aR,6aR)-tert-Butyl 5-(pyridin-2-yl)hexahydropyrrolo[3,4-c]pyrrole-2(1H)-carboxylate N1=C(C=CC=C1)N1C[C@H]2[C@H](C1)CN(C2)C(=O)OC(C)(C)C